C(=O)(O)C1=CC=C(C=C1)C1=C2C=CC(C(=C3C=CC(=C(C=4C=CC(=C(C5=CC=C1N5)C5=CC=C(C=C5)C(=O)O)N4)C4=CC=C(C=C4)C(=O)O)N3)C3=CC=C(C=C3)C(=O)O)=N2.[Zn+2] zinc (II) tetrakis(4-carboxyphenyl)porphyrin